2-((3,5-dicyano-6-((3S,4R)-3,4-dihydroxypyrrolidin-1-yl)-4-ethylpyridin-2-yl)thio)-2-phenylacetamide C(#N)C=1C(=NC(=C(C1CC)C#N)N1C[C@@H]([C@@H](C1)O)O)SC(C(=O)N)C1=CC=CC=C1